O(C1=CC=CC=C1)S1C(CCC=2OC3=C(C21)C=CC=C3)=O 1-Phenoxy-4,5-dihydrothiaBenzo[4,5-b]benzofuran-2(1H)-one